CCCCCCCCCCCCCCCCCCCC(C(=O)O)O The molecule is a 2-hydroxy fatty acid that is henicosanoic acid substituted by a hydroxy group at position 2. It derives from a henicosanoic acid.